NC1=NC2=CC=CC(=C2C(=N1)N[C@H](C)CCCC)C1CC1 (R)-2-((2-amino-5-cyclopropylquinazolin-4-yl)amino)hexan